4-(4-Bromophenyl)-1-(5-(methylsulfonyl)pyridin-2-yl)-1H-pyrazol-5-ol BrC1=CC=C(C=C1)C=1C=NN(C1O)C1=NC=C(C=C1)S(=O)(=O)C